CCCCCCCCCCCCCCC(=O)OC[C@H](COP(=O)(O)OC[C@H](CO)O)OC(=O)CCCCCCC/C=C\CCCC 1-pentadecanoyl-2-(9Z-tetradecenoyl)-glycero-3-phospho-(1'-sn-glycerol)